(R or S)-6-(1-((4-chlorophenyl)amino)-1-oxobutan-2-yl)-2-azaspiro[3.3]heptane-2-carboxylic acid isopropyl ester C(C)(C)OC(=O)N1CC2(C1)CC(C2)[C@H](C(=O)NC2=CC=C(C=C2)Cl)CC |o1:13|